O[C@H](COC1(CCC(CC1)C1CC12NCCC(C2)C(=O)N)C(F)(F)F)C ((1S,4S)-4-((S)-2-hydroxypropoxy)-4-(trifluoromethyl)cyclohexyl)-4-azaspiro[2.5]octane-7-carboxamide